N-tert-butoxycarbonyl-3-(4-cyanophenyl)oxaaziridine C(C)(C)(C)OC(=O)N1OC1C1=CC=C(C=C1)C#N